BrCC(=O)C1=C(C(=NC=C1)C(CO[Si](C)(C)C(C)(C)C)(F)F)F 2-bromo-1-(2-(2-((tert-butyldimethylsilyl)oxy)-1,1-difluoroethyl)-3-fluoropyridin-4-yl)ethan-1-one